Methyl 1-(4-acetylphenoxy)cyclopropanecarboxylate C(C)(=O)C1=CC=C(OC2(CC2)C(=O)OC)C=C1